COC1=C(C=CC=C1)[PH3+] (2-methoxyphenyl)phosphonium